diethyl 2,2-diisopropylsuccinate C(C)(C)C(C(=O)OCC)(CC(=O)OCC)C(C)C